5-propargylamino-2'-deoxyuridine-5'-triphosphate P(O)(=O)(OP(=O)(O)OP(=O)(O)O)OC[C@@H]1[C@H](C[C@@H](O1)N1C(=O)NC(=O)C(=C1)NCC#C)O